(1S)-1-[N,N-bis(2-methoxyethyl)carbamoyl]ethyl methyl (2E)-but-2-ene-1,4-dioate C(\C=C\C(=O)OC)(=O)O[C@@H](C)C(N(CCOC)CCOC)=O